BrC1=CN=C(S1)OC(C)C 5-bromo-2-propan-2-yloxy-1,3-thiazole